Methyl 2-(7-(benzyloxy)-1-(cyclopropylmethyl)-1H-indol-2-yl)-4-methoxy-3-methylpyrazolo[1,5-a]pyridine-6-carboxylate C(C1=CC=CC=C1)OC=1C=CC=C2C=C(N(C12)CC1CC1)C1=NN2C(C(=CC(=C2)C(=O)OC)OC)=C1C